N-(5-((6-((R)-3-(3,4-dichloro-2-fluorophenyl)isoxazolidine-2-yl)pyrimidine-4-yl)amino)-4-methoxy-2-(4-morpholinopiperidine-1-yl)phenyl)acrylamide ClC=1C(=C(C=CC1Cl)[C@@H]1N(OCC1)C1=CC(=NC=N1)NC=1C(=CC(=C(C1)NC(C=C)=O)N1CCC(CC1)N1CCOCC1)OC)F